CC(=O)N[C@@H]1[C@H]([C@H]([C@H](O[C@H]1O)COS(=O)(=O)[O-])OS(=O)(=O)[O-])O[C@H]2[C@@H]([C@H]([C@@H]([C@H](O2)C(=O)[O-])O)O)O The molecule is a polysaccharide acid oxoanion arising from global deprotonation of the carboxylic and sulfonic acid groups of the repeating units in chondroitin 4',6'-disulfate; major species at pH 7.3. It derives from a chondroitin 6'-sulfate anion and a chondroitin 4'-sulfate anion.